N1CC(CCC1)NC=1C=CC=2N(N1)C(=CN2)C=2C=CC1=C(C=C(O1)C(=O)O)C2 5-(6-(piperidin-3-ylamino)imidazo[1,2-b]pyridazin-3-yl)benzofuran-2-carboxylic acid